(2-azaspiro[3.3]heptan-6-ylmethyl)-4-(trifluoromethyl)pyridin-2-one C1NCC12CC(C2)CC=2C(NC=CC2C(F)(F)F)=O